C1(CC1)N1N=CC(=C1)C=1C=NC=2CCN(CC2C1)C=1C(=CC=2N(N1)C=CN2)C 3-(1-cyclopropylpyrazol-4-yl)-6-(7-methylimidazo[1,2-b]pyridazin-6-yl)-7,8-dihydro-5H-1,6-naphthyridine